2-(7-(Phenylmethoxy)-1-(cyclopropylmethyl)-1H-indol-2-yl)-4-methoxy-3-methylpyrazolo[1,5-a]pyridine-6-carboxylic acid methyl ester COC(=O)C=1C=C(C=2N(C1)N=C(C2C)C=2N(C1=C(C=CC=C1C2)OCC2=CC=CC=C2)CC2CC2)OC